(1S,2S)-2-(3-chlorophenyl)-N-(6-(((6-cyclopropyl-3-fluoroimidazo[1,2-a]pyridin-2-yl)methyl)amino)pyrimidin-4-yl)cyclopropane-1-carboxamide ClC=1C=C(C=CC1)[C@@H]1[C@H](C1)C(=O)NC1=NC=NC(=C1)NCC=1N=C2N(C=C(C=C2)C2CC2)C1F